NC1=NN2C(C=C(C=C2)C=2C(=C(C(=O)OC)C(=CC2)C)F)=N1 methyl 3-(2-amino-[1,2,4]triazolo[1,5-a]pyridin-7-yl)-2-fluoro-6-methylbenzoate